C(CCCC[C@@H]1SC[C@@H]2NC(=O)N[C@H]12)(=O)N[C@@H](CCCCN)C(=O)O e-N-biotinyl-L-lysine